OC=1C=C(C=CC1OC)C1=CC2=C(C(=N1)C(=O)NC)NC(N2C2=CC(=C(C(=C2)OC)OC)OC)=O 6-(3-hydroxy-4-methoxyphenyl)-N-methyl-2-oxo-1-(3,4,5-trimethoxyphenyl)-2,3-dihydro-1H-imidazo[4,5-c]pyridine-4-carboxamide